1-isopropyl-5-methoxy-1H-indole-6-sulfonamide C(C)(C)N1C=CC2=CC(=C(C=C12)S(=O)(=O)N)OC